4-chloro-5-((3S,4S)-3-((4-(1-(1,3-dihydroxypropan-2-yl)-3,5-dimethyl-1H-pyrazol-4-yl)-5-fluoropyridin-2-yl)oxy)-4-fluoropyrrolidin-1-yl)-2-(2-hydroxyethyl)pyridazin-3(2H)-one ClC=1C(N(N=CC1N1C[C@@H]([C@H](C1)F)OC1=NC=C(C(=C1)C=1C(=NN(C1C)C(CO)CO)C)F)CCO)=O